C1(CC1)C1=NN(C=N1)C1CC2(CN(C2)C(=O)N2CC3(CN(C3)S(=O)(=O)C=3C(=NC=CC3)OC)C2)C1 [6-(3-cyclopropyl-1,2,4-triazol-1-yl)-2-azaspiro[3.3]heptan-2-yl]-[2-[(2-methoxy-3-pyridyl)sulfonyl]-2,6-diazaspiro[3.3]heptan-6-yl]methanone